[Na+].C(N)([S-])=S.C(C)NCC diethylamine dithiocarbamate sodium salt